CC1=C2N(C(C(=C1)NC1=CC(=NC=N1)NCCNS(=O)(=O)C)=O)C1(NC2=O)CCCC1 N-(2-((6-((8'-METHYL-1',5'-DIOXO-1',5'-DIHYDRO-2'H-SPIRO[CYCLOPENTANE-1,3'-IMIDAZO[1,5-A]PYRIDIN]-6'-YL)AMINO)PYRIMIDIN-4-YL)AMINO)ETHYL)METHANESULFONAMIDE